[Te-2].[Zn+2].[Cd+2].[Te-2] cadmium zinc-telluride